C(C(C)C)C1=NNC=C1CN(CCN)C N1-((3-iso-butyl-1H-pyrazol-4-yl)methyl)-N1-methylethane-1,2-diamine